N=1SN=C2C1C=CC(=C2)NS(=O)(=O)C2=CNC1=NC(=CC=C12)Cl N-(2,1,3-Benzothiadiazol-5-yl)-6-chloro-1H-pyrrolo[2,3-b]pyridine-3-sulfonamide